The molecule is an organosulfonate oxoanion resulting from the removal of a proton from both of the sulfonic acid groups of Amido Black 10B (acid form). It has a role as a histological dye. It is a conjugate base of an Amido Black 10B (acid form). C1=CC=C(C=C1)N=NC2=C(C3=C(C(=C(C=C3C=C2S(=O)(=O)[O-])S(=O)(=O)[O-])N=NC4=CC=C(C=C4)[N+](=O)[O-])N)O